NC1CC(C1)NC=1N=CC2=C(N1)C(=NC(=C2)C#N)N[C@@H](COC)C 2-(((1R,3R)-3-aminocyclobutyl)amino)-8-(((R)-1-methoxypropan-2-yl)amino)pyrido[3,4-d]pyrimidine-6-carbonitrile